5-(4-[[(tert-butoxycarbonyl)-amino]methyl]-phenyl)pentanoic acid C(C)(C)(C)OC(=O)NCC1=CC=C(C=C1)CCCCC(=O)O